[Cl-].C(C=C)(=O)OCC[N+](C)(C)C acryloxyethyl-trimethyl-ammonium chloride